C(C)OC(=O)C1(CN(C1)CC)C1=CC(=C(C=C1)F)F 3-(3,4-Difluorophenyl)-1-ethylazetidine-3-carboxylic acid ethyl ester